C1(CC1)C1=NN2C(N(C(C(CC2)NC(=O)C2=NN(C=N2)CC=2C=NC(=CC2)C)=O)C)=C1 N-(2-Cyclopropyl-4-methyl-5-oxo-5,6,7,8-tetrahydro-4H-pyrazolo[1,5-a][1,3]diazepin-6-yl)-1-((6-methylpyridin-3-yl)methyl)-1H-1,2,4-triazol-3-carboxamid